O1CCOC12CC=C(CC2)C2=CC1=C(NCCO1)C=C2 7-(1,4-dioxaspiro[4.5]dec-7-en-8-yl)-3,4-dihydro-2H-1,4-benzoxazine